FC1(C(C2=C(N(C=C2C2=CC=NN2C)C=2C=C(C=C(C#N)C2)C#N)C1)O)F 5-(5,5-difluoro-4-hydroxy-3-(1-methyl-1H-pyrazol-5-yl)-5,6-dihydro-cyclopenta[b]pyrrol-1(4H)-yl)isophthalonitrile